3-(1H-indol-3-yl)-5-(phenylamino)pyridin-2(1H)-one N1C=C(C2=CC=CC=C12)C=1C(NC=C(C1)NC1=CC=CC=C1)=O